Methyl (S)-2-((S)-3-cyclohexyl-2-((propoxycarbonyl)amino)propanamido)-5-(2,3-dihydrobenzo[f][1,4]oxazepin-4(5H)-yl)-5-oxopentanoate C1(CCCCC1)C[C@@H](C(=O)N[C@H](C(=O)OC)CCC(=O)N1CCOC2=C(C1)C=CC=C2)NC(=O)OCCC